tert-butyl-(2,5-dimethoxy-4-(4,4,5,5-tetramethyl-1,3,2-dioxaborolan-2-yl)phenoxy)dimethylsilane C(C)(C)(C)[Si](C)(C)OC1=C(C=C(C(=C1)OC)B1OC(C(O1)(C)C)(C)C)OC